benzyl (S)-(1-(tert-butyl)-3-(4-oxotetrahydrofuran-2-yl)-1H-pyrazol-5-yl)carbamate C(C)(C)(C)N1N=C(C=C1NC(OCC1=CC=CC=C1)=O)[C@H]1OCC(C1)=O